7-(4-((2,3-dihydrobenzo[b][1,4]dioxin-6-yl-2,2,3,3-d4)oxy)piperidin-1-yl)-9-methyl-4H-pyrimido[1,2-b]pyridazin-4-one O1C2=C(OC(C1([2H])[2H])([2H])[2H])C=C(C=C2)OC2CCN(CC2)C=2C=C(C=1N(N2)C(C=CN1)=O)C